CCCOC1=CC=C(C=C1)C=O propoxybenzaldehyde